3-fluoro-4-methoxybenzenesulfonate FC=1C=C(C=CC1OC)S(=O)(=O)[O-]